CNCCCCCCCCCCCCCCCC N-methyl-hexadecyl-amine